C(C)[C@]1(CCCC=2C=CC(=NC12)I)O (R)-8-Ethyl-2-iodo-5,6,7,8-tetrahydroquinolin-8-ol